(R)-tert-butyl 4-(3-hydroxy-3-methylpiperidin-1-yl)-2-(methylthio)-5,6-dihydropyrido[3,4-d]pyrimidine-7(8H)-carboxylate O[C@]1(CN(CCC1)C=1C2=C(N=C(N1)SC)CN(CC2)C(=O)OC(C)(C)C)C